FC(CCN1CCCCC1)(F)F 1-(3,3,3-trifluoropropyl)piperidin